ClC1=C(C=C2C(=C(N(C2=C1F)C)C1=NC(=NN1)[C@H](C)N(C)C)C=1C=NNC1)OC (S)-1-(5-(6-chloro-7-fluoro-5-methoxy-1-methyl-3-(1H-pyrazol-4-yl)-1H-indol-2-yl)-1H-1,2,4-triazol-3-yl)-N,N-dimethylethan-1-amine